C1(CCCCC1)SC1=NC(=CC=C1/C=C/C(=O)NC1=CC=CC=2NC(NC21)=O)C(F)(F)F (E)-3-(2-(cyclohexylthio)-6-(trifluoromethyl)pyridin-3-yl)-N-(2-oxo-2,3-dihydro-1H-benzo[d]imidazol-4-yl)acrylamide